(8R,9S,13S,14S)-3-methoxy-13-methyl-4,6,7,8,9,11,12,13,14,15,16,17-dodecahydro-1H-cyclopenta[a]phenanthren-17-ol COC1=CCC=2[C@H]3CC[C@@]4(C(CC[C@H]4[C@@H]3CCC2C1)O)C